((S)-3-(naphthalen-1-yl)-2-oleamidopropanoyl)-leucyl-valine C1(=CC=CC2=CC=CC=C12)C[C@@H](C(=O)N[C@@H](CC(C)C)C(=O)N[C@@H](C(C)C)C(=O)O)NC(CCCCCCC\C=C/CCCCCCCC)=O